ClC=1C=CC2=C([C@@H]([C@](O2)(C2=CC=CC=C2)CN[C@@H]2CC[C@@H](CC2)O)O)C1C1=C(C(=O)N)C=CC(=C1F)OC(F)F 2-((2S,3S,4S)-5-chloro-3-hydroxy-2-((((cis)-4-hydroxycyclohexyl)amino)methyl)-2-phenyl-2,3-dihydrobenzofuran-4-yl)-4-(difluoromethoxy)-3-fluorobenzamide